3-(3-chloro-4-fluorophenyl)-1-(6-oxo-1,6-dihydropyridin-3-yl)-1-((4,5,6,7-tetrahydro-1H-indazol-3-yl)methyl)urea ClC=1C=C(C=CC1F)NC(N(CC1=NNC=2CCCCC12)C1=CNC(C=C1)=O)=O